C(=O)O.C1CCN2C1=C(C=1C=CC=CC21)C(=O)OC2C[C@H]1CCC[C@@H](C2)N1C (1R,3s,5S)-9-methyl-9-azabicyclo[3.3.1]nonan-3-yl 2,3-dihydro-1H-pyrrolo[1,2-a]indole-9-carboxylate formate